N-vinyl-N-methyl-2-methyl-propionamide C(=C)N(C(C(C)C)=O)C